ClC1=C(C=CC=C1)S(=O)(=O)NC1=CC(=C(C=C1)C1=CC2=C(N=C(N=C2)NC2CNCCC2)N2C1=NC(=C2)C(C)C)F 2-chloro-N-(3-fluoro-4-(8-isopropyl-2-(piperidin-3-ylamino)imidazo[1',2':1,6]pyrido[2,3-d]pyrimidin-6-yl)phenyl)benzenesulfonamide